BrC=1C=C(C=CC1)[C@@H](C)NC1=NC(=NC2=CC(=C(C=C12)OC)OCCCCCCCCNC(OC(C)(C)C)=O)C (R)-Tert-butyl (8-((4-((1-(3-bromophenyl)ethyl)amino)-6-methoxy-2-methyl-quinazolin-7-yl)oxy)octyl)carbamate